3-methyl-4-((3s,5s)-3,4,5-trimethylpiperazin-1-yl)aniline (R)-ethyl-(6,6a,7,8,9,10-hexahydro-5H-pyrazino[1,2-a][1,8]naphthyridin-4-yl)carbamate C(C)N(C(O)=O)C=1C=2CC[C@H]3N(C2N=CC1)CCNC3.CC=3C=C(N)C=CC3N3C[C@@H](N([C@H](C3)C)C)C